ClC1=CC(=C(C=C1)C=1NC(=C(N1)CC)C)O 2-(4-chloro-2-hydroxyphenyl)-4-ethyl-5-methylimidazole